C(CCC(=O)O)(=O)O.FC=1C=CC(=NC1)C1(CCOC2(C1)CCOCC2)CCNC2CC1=CC=CC=C1C2 N-(2-(4-(5-fluoropyridin-2-yl)-1,9-dioxaspiro[5.5]undecan-4-yl)ethyl)-2,3-dihydro-1H-inden-2-amine succinate